FC1=C(C=CC(=C1OC)[C@@H]1[C@@H](CCC2=CC(=CC=C12)O)C1=CC=CC=C1)N1CCC(CC1)C=O 1-(2-fluoro-4-((1R,2R)-6-hydroxy-2-phenyl-1,2,3,4-tetrahydronaphthalen-1-yl)-3-methoxyphenyl)piperidine-4-carbaldehyde